FC1=CC(=CC2=CN(N=C12)C)C=1C=C(C(=NC1)C=1N=NC(=CC1)OC1CC(NC(C1)(C)C)(C)C)O 5-(7-fluoro-2-methyl-2H-indazol-5-yl)-2-{6-[(2,2,6,6-tetramethylpiperidin-4-yl)oxy]pyridazin-3-yl}pyridin-3-ol